N[C@]1(CN(C[C@@H]1CCCB(O)O)CC1NCC2=CC(=CC(=C2C1)Cl)Cl)C(=O)O (3R,4S)-3-amino-4-(3-boronopropyl)-1-((5,7-dichloro-1,2,3,4-tetrahydroisoquinolin-3-yl)methyl)pyrrolidine-3-carboxylic acid